C(C)C1=C(N)C(=CC(=C1)[N+](=O)[O-])CC 2,6-diethyl-4-nitroaniline